Methyl (2S)-2-fluoro-6-methylenetetrahydro-1H-pyrrolizine-7a(5H)-carboxylate F[C@H]1CC2(CC(CN2C1)=C)C(=O)OC